5-[(2R)-2-[[(2R)-2-(3-Chlorophenyl)-2-hydroxyethyl]amino]propyl]-1,3-benzodioxole-2,2-dicarboxylic acid disodium salt [Na+].[Na+].ClC=1C=C(C=CC1)[C@H](CN[C@@H](CC1=CC2=C(OC(O2)(C(=O)[O-])C(=O)[O-])C=C1)C)O